C(C)OC(CC1=C2N(C=N1)C[C@@H](C2)F)=O.ClC(=O)C2CC2 1-(chloroformyl)cyclopropane ethyl-(R)-2-(6-fluoro-6,7-dihydro-5H-pyrrolo[1,2-c]imidazol-1-yl)acetate